SCCSC(CC(S)CS)(S)CS 2-mercaptoethylthio-1,3-dimercaptomethyl-1,3-dimercaptopropane